6-bromo-2-methyl-3,4-dihydro-1H-isoquinolin-7-ol BrC=1C=C2CCN(CC2=CC1O)C